1,1-bis{3-cyclohexyl-4-(2-hydroxyethoxy)phenyl}cyclohexane C1(CCCCC1)C=1C=C(C=CC1OCCO)C1(CCCCC1)C1=CC(=C(C=C1)OCCO)C1CCCCC1